2-[(3R)-3-[3-[3-[6-[8-(1,3-benzothiazol-2-ylcarbamoyl)-3,4-dihydro-1H-isoquinolin-2-yl]-2-tert-butoxycarbonyl-3-pyridyl]-2-methyl-phenoxy]propyl]pyrrolidin-1-yl]acetic acid S1C(=NC2=C1C=CC=C2)NC(=O)C=2C=CC=C1CCN(CC21)C2=CC=C(C(=N2)C(=O)OC(C)(C)C)C=2C(=C(OCCC[C@H]1CN(CC1)CC(=O)O)C=CC2)C